CC1=C(C(=O)C2=C(C(=O)O)C=CC=C2)C=CC=C1 2-(2-methylbenzoyl)benzoic acid